BrC1=C(C=C2C=NN(C2=C1)CC)C(=O)OC methyl 6-bromo-1-ethyl-indazole-5-carboxylate